C1(CC1)N1C(N(C=2C1=NC=C(C2)[N+](=O)[O-])C(C)C)=O 3-cyclopropyl-1-isopropyl-6-nitro-1H-imidazo[4,5-b]pyridin-2(3H)-one